(4-amino-2-(2-fluorobenzyl)pyrazolo[1,5-a]pyrazin-6-yl)benzonitrile NC=1C=2N(C=C(N1)C1=C(C#N)C=CC=C1)N=C(C2)CC2=C(C=CC=C2)F